7-(2-fluoro-6-methyl-phenyl)-5-[(3S)-3-(methylamino)pyrrolidin-1-yl]isoquinolin-3-amine FC1=C(C(=CC=C1)C)C1=CC(=C2C=C(N=CC2=C1)N)N1C[C@H](CC1)NC